{5-[(3,6-dimethoxy-9H-carbazol-9-ylcarbonyloxy)methyl]-3-pyridyl}methyl 3,6-dimethoxy-9H-carbazole-9-carboxylate COC=1C=CC=2N(C3=CC=C(C=C3C2C1)OC)C(=O)OCC=1C=NC=C(C1)COC(=O)N1C2=CC=C(C=C2C=2C=C(C=CC12)OC)OC